CS(=O)(=O)N1CC2(C1)CC(NCC2)C2=C(C=C(C(=O)OC)C=C2)[N+](=O)[O-] Methyl 4-{2-methanesulfonyl-2,7-diazaspiro[3.5]nonan-6-yl}-3-nitrobenzoate